2-chloro-1,6-dimethylpyridin-1-ium ClC1=[N+](C(=CC=C1)C)C